BrC1=CC=CN2C(=C(C=C12)C#CCBr)SC(F)(F)F 8-bromo-2-(3-bromoprop-1-yn-1-yl)-3-[(trifluoromethyl)sulfanyl]indolizine